ClC=1C=CC2=C(N=C(S2)C2CC3(CC(C3)NC(=O)C3=CC(=NC=C3)OC(C)C)C2)C1 N-[6-(5-chloro-1,3-benzothiazol-2-yl)spiro[3.3]heptan-2-yl]-2-isopropoxy-pyridine-4-carboxamide